2-[6-(trifluoromethyl)-2-pyridinyl]propan-2-amine hydrochloride Cl.FC(C1=CC=CC(=N1)C(C)(C)N)(F)F